(R)-(4-amino-8-(3-hydroxy-2,6-dimethylphenyl)pyrido[3,4-d]pyrimidin-6-yl)(pyrrolidin-1-yl)methanone NC=1C2=C(N=CN1)C(=NC(=C2)C(=O)N2CCCC2)C2=C(C(=CC=C2C)O)C